tert-butyl (S)-4-((1-(3-(2,6-bis(benzyloxy)pyridin-3-yl)-1-methyl-1H-indazol-7-yl) piperidin-4-yl) methyl)-3-methylpiperazine-1-carboxylate C(C1=CC=CC=C1)OC1=NC(=CC=C1C1=NN(C2=C(C=CC=C12)N1CCC(CC1)CN1[C@H](CN(CC1)C(=O)OC(C)(C)C)C)C)OCC1=CC=CC=C1